tert-butyl 3-(4-methyl-3-((1-(2-methyl-7-(4,4,5,5-tetramethyl-1,3,2-dioxaborolan-2-yl)quinolin-5-yl)cyclopropyl)carbamoyl)phenyl)-3,8-diazabicyclo[3.2.1]octane-8-carboxylate CC1=C(C=C(C=C1)N1CC2CCC(C1)N2C(=O)OC(C)(C)C)C(NC2(CC2)C2=C1C=CC(=NC1=CC(=C2)B2OC(C(O2)(C)C)(C)C)C)=O